glycerin monomyristoleate C(CCCCCCC\C=C/CCCC)(=O)O.OCC(O)CO